S(N)(=O)(=O)NCC1CCN(CC1)C(=O)OC(C)(C)C Tert-Butyl 4-((Sulfamoylamino)Methyl)Piperidine-1-Carboxylate